N1=NC=CC2=CC(=CC=C12)C1=CN=C(S1)NC(=O)C1CC(OC(C1)(C)C)(C)C N-(5-(cinnolin-6-yl)thiazol-2-yl)-2,2,6,6-tetramethyltetrahydro-2H-pyran-4-carboxamide